2-[(2-isocyanatocyclohexyl)methyl]-1-methylcyclohexane N(=C=O)C1C(CCCC1)CC1C(CCCC1)C